C(CCC(=O)[O-])(=O)[O-].[Pt+4].C1(CC2C(CC1)O2)CC[Si](OCC)(OCC)C.C(CCC(=O)[O-])(=O)[O-] {2-(3,4-epoxycyclohexyl)ethyl}methyldiethoxysilane platinum (IV) succinate